ClC1=C(C(=CC=C1)I)C 1-Chloro-3-iodo-2-methyl-benzene